O=C(CNC(=O)C1=NNC(=C1)C1=CC=CC=C1)N1CCC(CC1)OC=1C=NC=C(C1)C(F)(F)F 5-Phenyl-1H-pyrazole-3-carboxylic acid {2-oxo-2-[4-(5-trifluoromethyl-pyridin-3-yloxy)-piperidin-1-yl]-ethyl}-amide